rac-2-(4-chloro-3-fluorophenyl)-N-{[2,5-dioxo-4-(1,3-thiazol-2-yl)imidazolidin-4-yl]methyl}-2H-1,2,3-triazole-4-carboxamide ClC1=C(C=C(C=C1)N1N=CC(=N1)C(=O)NC[C@]1(NC(NC1=O)=O)C=1SC=CN1)F |r|